C(#N)C1=C(C(=C(C(=C1F)F)S(=O)(=O)NC1CNCCC1)F)F 4-cyano-2,3,5,6-tetrafluoro-N-(piperidin-3-yl)benzenesulfonamide